C1=CC=CC2=C1C1=C(C=CC=3NC=4C=CC=CC4C13)S2 benzothieno[2,3-c]Carbazole